C(C1=CC=CC=C1)OCN1C(N(N=C(C1=O)C1=CC(=C(C(=C1)Cl)OC=1N=NC(=C(C1)C(C)C)OC)Cl)C(F)F)=O 4-[(benzyloxy)methyl]-6-[3,5-dichloro-4-[(5-isopropyl-6-methoxypyridazin-3-yl)oxy]phenyl]-2-(difluoromethyl)-1,2,4-triazine-3,5-dione